CC1(CC=2C=NC=NC2C2=C1C(=NN2C2OCCCC2)C(=O)N)C 4,4-dimethyl-1-(tetrahydro-2H-pyran-2-yl)-4,5-dihydro-1H-pyrazolo[4,3-H]Quinazoline-3-carboxamide